1-(2-(5-chloro-2-hydroxyphenyl)-1H-benzo[d]imidazol-5-yl)-3-(5-methoxy-2,2-dimethyl-2H-chromen-6-yl)urea ClC=1C=CC(=C(C1)C1=NC2=C(N1)C=CC(=C2)NC(=O)NC=2C(=C1C=CC(OC1=CC2)(C)C)OC)O